FC1=C(C(=CC2=CN(N=C12)C)N)C 7-fluoro-2,6-dimethyl-2H-indazol-5-amine